1-(4,4-difluorocyclohexyl)-N-((7-(5-(difluoromethyl)-1,3,4-oxadiazol-2-yl)imidazo[1,2-a]pyridin-2-yl)methyl)-N-(3-fluorophenyl)piperidine-4-carboxamide FC1(CCC(CC1)N1CCC(CC1)C(=O)N(C1=CC(=CC=C1)F)CC=1N=C2N(C=CC(=C2)C=2OC(=NN2)C(F)F)C1)F